(S)-N-((3-aminoazepan-1-yl)sulfonyl)-5-chloro-4-(cyclopentylmethoxy)-2-fluorobenzamide 2,2,2-trifluoroacetate FC(C(=O)O)(F)F.N[C@@H]1CN(CCCC1)S(=O)(=O)NC(C1=C(C=C(C(=C1)Cl)OCC1CCCC1)F)=O